C(C#C)OC1=CC=C2C=CC3=CC=CC4=CC=C1C2=C43.[Na].[Na].[Na] trisodium 8-prop-2-ynoxypyrene